(Z)-6-bromo-7-(2-(furan-2-yl)-1,3-dithian-2-yl)hept-5-en-1-ol Br\C(=C/CCCCO)\CC1(SCCCS1)C=1OC=CC1